2-[(1-ethyl-6-nitro-2-oxo-3-quinolinyl)oxy]-N-methyl-acetamide C(C)N1C(C(=CC2=CC(=CC=C12)[N+](=O)[O-])OCC(=O)NC)=O